diethyl methyl phosphate acrylate C(C=C)(=O)O.P(=O)(OCC)(OCC)OC